FC1=CC(=C(C=NS(=O)C(C)(C)C)C=C1F)OC N-(4,5-difluoro-2-methoxybenzylidene)-2-methylpropane-2-sulfinamide